N1CCC(CC1)C(=O)OC1=C(C(=C(C(=C1)C(C)C)O)C(C)C)CC Ethyl-(4-hydroxy-3,5-diisopropylphenyl) piperidine-4-carboxylate